(3R*,4R*)-1-Cyclopropylmethyl-4-{[3-(2,4-difluoro-phenyl)-isoxazole-5-carbonyl]-amino}-piperidine-3-carboxylic acid (2-methoxy-1,1-dimethyl-ethyl)-amide COCC(C)(C)NC(=O)[C@@H]1CN(CC[C@H]1NC(=O)C1=CC(=NO1)C1=C(C=C(C=C1)F)F)CC1CC1 |o1:9,14|